CN1C2=C(CCCC1=O)N=CC=N2 5-methyl-7H,8H,9H-pyrazino[2,3-b]azepin-6-one